S(=O)(=O)(ON1[C@@H]2CC[C@H](N(C1=O)C2)C(NC(=O)C2CCCCC2)=N)[O-].[Na+] sodium (2S,5R)-2-(N-(cyclohexanecarbonyl) carbamimidoyl)-7-oxo-1,6-diazabicyclo[3.2.1]octan-6-yl sulfate